4-amino-3,5-di-2-pyridinyl-4H-1,2,4-triazole NN1C(=NN=C1C1=NC=CC=C1)C1=NC=CC=C1